BrC1=CC(=C(CCNC(=O)OCOC(CCCCC(=O)O)=O)C=C1OC)OC 6-((((4-bromo-2,5-dimethoxyphenethyl)carbamoyl)oxy)methoxy)-6-oxohexanoic acid